dinaphthylbis(methoxymethyl)silane C1(=CC=CC2=CC=CC=C12)[Si](COC)(COC)C1=CC=CC2=CC=CC=C12